1-(13Z,16Z-docosadienoyl)-2-(9Z,12Z-octadecadienoyl)-glycero-3-phospho-(1'-sn-glycerol) CCCCC/C=C\C/C=C\CCCCCCCCCCCC(=O)OC[C@H](COP(=O)(O)OC[C@H](CO)O)OC(=O)CCCCCCC/C=C\C/C=C\CCCCC